ethylendiaminetetraacetic acid disodium salt dihydrate O.O.[Na+].[Na+].C(CN(CC(=O)[O-])CC(=O)[O-])N(CC(=O)O)CC(=O)O